cyclopenta[f]benzotriazole-6-carboxylate N1=NN=C2C1=CC=1C(=C2)C=C(C1)C(=O)[O-]